dimethyl (2S,4S)-2-((tert-butoxycarbonyl)amino)-4-(4-chloro-2-nitrophenoxy)pentanedioate C(C)(C)(C)OC(=O)N[C@H](C(=O)OC)C[C@@H](C(=O)OC)OC1=C(C=C(C=C1)Cl)[N+](=O)[O-]